(Z)-N-(4-(1H-tetrazol-5-yl)phenyl)-4-(5-(2-hydroxy-4-methylbenzylidene)-2,4-dioxothiazolidin-3-yl)butanamide N1N=NN=C1C1=CC=C(C=C1)NC(CCCN1C(S\C(\C1=O)=C/C1=C(C=C(C=C1)C)O)=O)=O